O=C1NC(CC[C@@H]1N1C(C2=CC=C(C=C2C1=O)NCC(=O)N1CCC(CC1)CN1CCC(CC1)NC1=C2N=CN(C2=NC=N1)C1CC(C1)NC(C1=NC(=CC=C1)C)=O)=O)=O N-((1s,3s)-3-(6-((1-((1-((2-(2,6-dioxopiperidin-3-yl)-1,3-dioxoisoindoline-5-yl)glycyl)piperidin-4-yl)methyl)piperidin-4-yl)amino)-9H-purin-9-yl)cyclobutyl)-6-methylpicolinamide